C(C)(C)(C)N(C(O)=O)CCOC1=NC=CC=C1C.C(C)OC1=CC=C2C(=CC=NC2=C1)OC=1C(=C2C=C(NC2=CC1)C)F 7-ethoxy-4-((4-fluoro-2-methyl-1H-indol-5-yl)oxy)quinolin tert-butyl-(2-((3-methylpyridin-2-yl)oxy)ethyl)carbamate